FCOC1=C(C=CC(=C1)S(=O)(=O)C)NCC#CC=1N(C=2C=CC=C(C2C1)NC1CCN(CC1)C(C)C)CC(F)(F)F 2-(3-{[2-(fluoromethoxy)-4-methanesulfonylphenyl]amino}prop-1-yn-1-yl)-N-[1-(propan-2-yl)piperidin-4-yl]-1-(2,2,2-trifluoroethyl)-1H-indol-4-amine